3-(1-methyl-6-(3-(piperidin-4-yl)azetidin-1-yl)-1H-indazol-3-yl)piperidine-2,6-dione CN1N=C(C2=CC=C(C=C12)N1CC(C1)C1CCNCC1)C1C(NC(CC1)=O)=O